(Z)-N-(1-(3,4-dichlorobenzyl)-3-((3,5-dimethyl-1H-pyrrol-2-yl)methylene)-2-indolone-5-yl)pyridinecarboxamide ClC=1C=C(CN2C(\C(\C3=CC(=CC=C23)NC(=O)C2=NC=CC=C2)=C/C=2NC(=CC2C)C)=O)C=CC1Cl